(7R,14R)-1-(difluoromethoxy)-11-(3-(difluoromethoxy)prop-1-yn-1-yl)-6-(methyl-d3)-6,7-dihydro-7,14-methanobenzo[f]benzo[4,5]imidazo[1,2-a][1,4]diazocin-5(14H)-one FC(OC1=CC=CC=2C(N([C@H]3C=4N([C@@H](C21)C3)C3=C(N4)C=CC(=C3)C#CCOC(F)F)C([2H])([2H])[2H])=O)F